1-(4-bromophenyl) ethyldiphenylphosphindithioate C(C)C1=C(C=CC=C1)P(=S)(SC1=CC=C(C=C1)Br)C1=CC=CC=C1